trans-4-(8-ethylamino-2-oxo-8-phenyl-1,3-diazaspiro[4.5]decan-3-yl)-3-methoxy-benzonitrile C(C)NC1(CCC2(CN(C(N2)=O)C2=C(C=C(C#N)C=C2)OC)CC1)C1=CC=CC=C1